NC1=NC(=NC(=N1)C=1C=CC=2N(C1)C(=NC2)C)NC(C(=O)N)CC2=C(C(=CC=C2)Cl)Cl 2-[[4-amino-6-(3-methylimidazo[1,5-a]pyridin-6-yl)-1,3,5-triazin-2-yl]amino]-3-(2,3-dichlorophenyl)propanamide